OC(C)(C)C1=CN(C=C1)C1=C(C#N)C=CC=C1 2-[3-(2-hydroxypropan-2-yl)pyrrol-1-yl]benzonitrile